C[C@@H]1N(CCC1C=O)C1=CC=C(C=C1)Br 2-Methyl-(S)-1-(4-bromophenyl)pyrrolidine-3-carbaldehyde